ClC=1C(=C2C=NN(C2=CC1C)C1OCCCC1)C=1C(=NN(C1C)C1CC2(CN(C2)C(=O)OC(C)(C)C)C1)C1=C(C=NC=C1)C Tert-butyl 6-(4-(5-chloro-6-methyl-1-(tetrahydro-2H-pyran-2-yl)-1H-indazol-4-yl)-5-methyl-3-(3-methylpyridin-4-yl)-1H-pyrazol-1-yl)-2-azaspiro[3.3]heptane-2-carboxylate